(4aR,8aS)-6-[6-[(5-chloro-2-pyridyl)methyl]-2-azaspiro[3.3]heptane-2-carbonyl]-4,4a,5,7,8,8a-hexahydropyrido[4,3-b][1,4]oxazin-3-one ClC=1C=CC(=NC1)CC1CC2(CN(C2)C(=O)N2C[C@@H]3[C@@H](OCC(N3)=O)CC2)C1